10,13-dihydroxy-octadecanoic acid OC(CCCCCCCCC(=O)O)CCC(CCCCC)O